C(C1=CC=CC=C1)OC1=C(C(=C2C=CC(=CC2=C1)NC(CCN1CCN(CC1)C1=CC2=C(N(C(N2C)=O)C=2C(=NC(=CC2)OCC2=CC=CC=C2)OCC2=CC=CC=C2)C=C1)=O)F)N1S(NC(C1)=O)(=O)=O N-[7-benzyloxy-5-fluoro-6-(1,1,4-trioxo-1,2,5-thiadiazolidin-2-yl)-2-naphthyl]-3-[4-[1-(2,6-dibenzyloxy-3-pyridyl)-3-methyl-2-oxo-benzimidazol-5-yl]piperazin-1-yl]propanamide